NC1=NC(=CC(=N1)C=1C(=C(C#N)C=CC1)C)C1=CC(N(C=C1)CC1=CC=CC2=CC=CC=C12)=O 3-(2-amino-6-(1-(naphthalen-1-ylmethyl)-2-oxo-1,2-dihydropyridin-4-yl)pyrimidin-4-yl)-2-methylbenzonitrile